14Z-eicosatrienoic acid C(C=CC=CC=CCCCCCCCCCCCCC)(=O)O